(3S,4S) or (3R,4R)-6-chloro-N-(4-chloro-3-methyl-1,2-thiazol-5-yl)-7-[3-fluoro-1-(oxetan-3-yl)piperidin-4-yl]quinazolin-2-amine ClC=1C=C2C=NC(=NC2=CC1[C@H]1[C@@H](CN(CC1)C1COC1)F)NC1=C(C(=NS1)C)Cl |o1:11,12|